CC1=NN(C(=C1)COC=1C=NC(=CC1)C)C1=CC=CC=C1 3-methyl-5-[(6-methyl-3-pyridyl)oxymethyl]-1-phenyl-pyrazole